(±)-4-(1-((5-methoxy-7-methyl-1H-indol-4-yl)methyl)-4-propylpiperazin-2-yl)benzoic acid COC=1C(=C2C=CNC2=C(C1)C)CN1[C@@H](CN(CC1)CCC)C1=CC=C(C(=O)O)C=C1 |r|